C(C)(C)(C)OC(=O)N1CC(O[C@H]([C@H]1C([2H])([2H])NC1=NC=C(C=C1)Cl)C)(F)F.C1=CC=CC2=NC3=CC=CC=C3C(=C12)CCCCCCCCCCC=1C2=CC=CC=C2N=C2C=CC=CC12 1,10-bis(9-acridinyl)decane tert-Butyl-(5R,6S)-5-(((5-chloropyridin-2-yl)amino)methyl-d2)-2,2-difluoro-6-methylmorpholine-4-carboxylate